C1(=CC=CC=C1)N1N=CC(=C1)C=1SC=C(N1)C(=O)NC1CCN(CC1)C(C)C 2-(1-phenyl-1H-pyrazol-4-yl)-N-[1-(propan-2-yl)piperidin-4-yl]-1,3-thiazole-4-carboxamide